Hexyl-triethoxysilan C(CCCCC)[Si](OCC)(OCC)OCC